FC(C=1C(=C(C=CC1)[C@@H](C)N)F)F (1R)-1-[3-(difluoromethyl)-2-fluoro-phenyl]Ethylamine